6-{[(1R)-1-(4-chlorophenyl)-7-fluoro-1-{[1-(hydroxymethyl)cyclopropyl]methoxy}-5-(2-hydroxypropan-2-yl)-3-oxo-2,3-dihydro-1H-isoindol-2-yl]methyl}pyridine-3-carbonitrile ClC1=CC=C(C=C1)[C@@]1(N(C(C2=CC(=CC(=C12)F)C(C)(C)O)=O)CC1=CC=C(C=N1)C#N)OCC1(CC1)CO